N-((S)-1-(5-(2-methoxyquinolin-3-yl)-1,3,4-oxadiazol-2-yl)-7-oxononyl)-2-methyl-7-oxo-2,6-diazaspiro[3.4]octane-5-carboxamide COC1=NC2=CC=CC=C2C=C1C1=NN=C(O1)[C@H](CCCCCC(CC)=O)NC(=O)C1C2(CN(C2)C)CC(N1)=O